tert-butyl 3-{[(4-cyanopyridin-3-yl)oxy]methyl}pyrrolidine-1-carboxylate C(#N)C1=C(C=NC=C1)OCC1CN(CC1)C(=O)OC(C)(C)C